(2S,3S)-3-(2,4-dimethylphenyl)-4-methylpentan-2-yl N-[(3-acetoxy-4-methoxypyridin-2-yl)carbonyl]-L-alaninate C(C)(=O)OC=1C(=NC=CC1OC)C(=O)N[C@@H](C)C(=O)O[C@@H](C)[C@@H](C(C)C)C1=C(C=C(C=C1)C)C